N1=CN=C2NC=NC2=C1C=1C(=NC=CC1)NC=1C=C(C=CC1C)NC(C1=CC(=NC=C1)C(C)(C)C#N)=O N-(3-(3-(9H-purin-6-yl)pyridin-2-ylamino)-4-methylphenyl)-2-(2-cyanopropan-2-yl)isonicotinamide